C(#N)[Te] The molecule is a hydracid and a one-carbon compound. It is a conjugate acid of a tellurocyanate. It is a tautomer of an isotellurocyanic acid.